CN1CCN(CC1)C(=O)O[C@@H]1CC[C@H](CC1)C(N(C[C@@H]1CC[C@H](CC1)C1=NC(=C(C=C1)OC)C)C1=NC=CC(=C1)C=1N=C(OC1)C1CC1)=O trans-4-((4-(2-Cyclopropyloxazol-4-yl) pyridine-2-yl)((trans-4-(5-methoxy-6-methylpyridin-2-yl)cyclohexyl)methyl) carbamoyl)cyclohexyl 4-methylpiperazine-1-carboxylate